(3-Chloropropyl)triethoxysilan ClCCC[Si](OCC)(OCC)OCC